Cl.FC=1C=C2C=3C=CC(=CC3NC2=CC1F)CC(=O)N 2-(6,7-difluoro-9H-carbazol-2-yl)acetamide hydrochloride